C1(CCC1)N1N=CC(=C1)C1=C(C(=O)OC)C=C(C=C1)NC(=O)C1(CC1)C1=CC(=C(C=C1)C(F)(F)F)F Methyl 2-(1-cyclobutyl-1H-pyrazol-4-yl)-5-[({1-[3-fluoro-4-(trifluoromethyl) phenyl]cyclopropyl}carbonyl) amino]benzoate